C1(CCCCC1)C1=CC=C(C=C1)C(C=CC1=CC=C(C(=O)NCCC(=O)O)C=C1)=O 3-(4-(3-(4-Cyclohexylphenyl)-3-oxopropenyl)benzoylamino)propionic acid